ClCC1=CC(=NC=C1)C(=O)OC.C1(=CC=CC=C1)NC1C(C=C(C=C1)N)(N)C N-phenyl-2-methyl-4-amino phenylenediamine methyl 4-(chloromethyl)picolinate